C(C1=CC=CC=C1)N(C=1C(N(C=C2C1N=C(N=C2N[C@H](C)C2=C(C(=CC=C2)C(F)F)F)C)C2(CC2)CF)=O)CC2=CC=CC=C2 (R)-8-(Dibenzylamino)-4-((1-(3-(difluoromethyl)-2-fluorophenyl)ethyl)amino)-6-(1-(fluoromethyl)cyclopropyl)-2-methylpyrido[4,3-d]pyrimidine-7(6H)-one